F[C@H]1CN(CC[C@H]1NC1=NN2C(C(=N1)OC)=C(C=C2)C=2C=CC1=C(N(N=N1)CC(F)(F)F)C2)C2COC2 N-((3S,4R)-3-Fluoro-1-(oxetan-3-yl)piperidin-4-yl)-4-methoxy-5-(1-(2,2,2-trifluoroethyl)-1H-benzo[d][1,2,3]triazol-6-yl)pyrrolo[2,1-f][1,2,4]triazin-2-amine